C1=CC(=CC=C1NC=O)Cl N-(4-chlorophenyl)formamide